methyl 8-((tert-butyldiphenylsilyl) oxy)-2-methoxyoctanoate [Si](C1=CC=CC=C1)(C1=CC=CC=C1)(C(C)(C)C)OCCCCCCC(C(=O)OC)OC